4-(4-hydroxy-4-methylpentyl)cyclohex-3-eneformaldehyde OC(CCCC1=CCC(CC1)C=O)(C)C